CC1=NOC(=C1C=1C=C2C(=NC1)N(C=C2C2=C(C=C(C(=O)O)C=C2)OC(F)(F)F)C2CCN(CC2)S(=O)(=O)C)C 4-(5-(3,5-dimethylisoxazol-4-yl)-1-(1-(methylsulfonyl)piperidin-4-yl)-1H-pyrrolo[2,3-b]pyridin-3-yl)-3-(trifluoromethoxy)benzoic acid